C(C(CCCCCC)=O)SCCC[Si](OCC)(OCC)OCC 3-Octanonylthio-1-propyl-triethoxysilan